ClC=1C=C(C=C(C1)Cl)C=1N=NC2=CC=C(C=C2C1N1CCC(CC1)NC1COC1)C=1C=C(C(=O)N)C=C(C1)F 3-[3-(3,5-Dichlorophenyl)-4-{4-[(oxetan-3-yl)amino]piperidin-1-yl}cinnolin-6-yl]-5-fluorobenzamid